NC=1C=C(C=C(C1)OC)C=1C=NC(=NC1)NC1CC2=CC=CC=C2C1 5-(3-amino-5-methoxyphenyl)-N-(2,3-dihydro-1H-inden-2-yl)pyrimidin-2-amine